CON(C(=O)C=1C=C2C=NN(C2=CC1OC1=CC=C(C=C1)OCCOC1CCOCC1)C)C N-methoxy-N,1-dimethyl-6-[4-(2-tetrahydropyran-4-yloxyethoxy)phenoxy]indazole-5-carboxamide